7-(2-((3aS,4R,6aR)-4-(4-Amino-7H-pyrrolo[2,3-d]pyrimidin-7-yl)-2,2-dimethyl-3a,6a-dihydro-4H-cyclopenta[d][1,3]dioxol-6-yl)ethyl)-3-chloro-6-fluoroquinolin-2-amine NC=1C2=C(N=CN1)N(C=C2)[C@@H]2C=C([C@H]1OC(O[C@H]12)(C)C)CCC1=C(C=C2C=C(C(=NC2=C1)N)Cl)F